N-((3-fluoro-8-(4-(trifluoromethyl)phenyl)imidazo[1,2-a]pyrazin-6-yl)methyl)acrylamide FC1=CN=C2N1C=C(N=C2C2=CC=C(C=C2)C(F)(F)F)CNC(C=C)=O